1-(1-ethylcyclobutyl)-N-((2-(4'-fluoro-2'-(4-methyl-4H-1,2,4-triazol-3-yl)-[1,1'-biphenyl]-3-yl)-7-(trifluoromethyl)benzo[d]oxazol-5-yl)methyl)methylamine C(C)C1(CCC1)CNCC=1C=C(C2=C(N=C(O2)C=2C=C(C=CC2)C2=C(C=C(C=C2)F)C2=NN=CN2C)C1)C(F)(F)F